bromo-1,3,4-oxadiazine BrC1OC=CN=N1